CN(CC(=O)O)C1=NC2=CC=C(C=C2C(=C1)C1=CC=CC=C1)CCN1CC2=CC=CC=C2CC1 2-[methyl({4-phenyl-6-[2-(1,2,3,4-tetrahydroisoquinolin-2-yl)ethyl]quinolin-2-yl})amino]acetic acid